5-(6-((7-Ethyl-6-oxo-5,6-dihydro-1,5-naphthyridin-3-yl)methyl)-2,6-diazaspiro[3.3]heptane-2-yl)-N-methylpyridineamide C(C)C=1C(NC=2C=C(C=NC2C1)CN1CC2(CN(C2)C=2C=CC(=NC2)C(=O)NC)C1)=O